NCCCNC(CCN1CCCC1)=O N-3-aminopropyl-3-(pyrrolidin-1-yl)propionamide